dimethyl 3-hydroxy-5-methoxyphthalate OC1=C(C(C(=O)OC)=CC(=C1)OC)C(=O)OC